ClC1=CC=C(C2=C1C=C(O2)F)COC2=NC(=NC=C2F)C=2CC=NCC2 4-(4-((4-chloro-2-fluorobenzofuran-7-yl)methoxy)-5-fluoropyrimidin-2-yl)-3,6-dihydropyridine